[Br-].C(C=C)N1CSC(=C1C)C N-allyl-4,5-dimethylthiazole bromide